5-(5-((1S,2S)-2-ethylcyclopropyl)-6-vinylpyridazin-3-yl)pyrimidine-2,4(1H,3H)-dione C(C)[C@@H]1[C@H](C1)C=1C=C(N=NC1C=C)C=1C(NC(NC1)=O)=O